C(C1=CC=CC=C1)OC[C@@H](C)O[C@@H]1[C@H](C[C@@H](OC1)C(=O)N1[C@H](C2=CC=CC=C2CC1)C1=CC=C(C=C1)F)N(C(OC(C)(C)C)=O)S(=O)(=O)C1=CC=C(C)C=C1 tert-butyl ((2R,4S,5R)-5-(((R)-1-(benzyloxy)propan-2-yl)oxy)-2-((S)-1-(4-fluorophenyl)-1,2,3,4-tetrahydroisoquinoline-2-carbonyl)tetrahydro-2H-pyran-4-yl)(tosyl)carbamate